C[C@@H](CC)NC(O[C@H]1C[C@H](CC1)C1=CC(=NN1)NC(CC=1C=NC(=CC1)OC)=O)=O (1R,3S)-3-(3-{[(6-meth-oxypyridin-3-yl)acetyl]-amino}-1H-pyrazol-5-yl)-cyclopentyl (2S)-butan-2-ylcarbamate